tert-butyl (N-((1-(7-(pyridin-3-yl)-7H-pyrrolo[2,3-d]pyrimidin-4-yl)piperidin-4-yl)methyl)sulfamoyl)carbamate N1=CC(=CC=C1)N1C=CC2=C1N=CN=C2N2CCC(CC2)CNS(=O)(=O)NC(OC(C)(C)C)=O